3-cyclopropyl-1H-pyrazole-5-carboxylic acid C1(CC1)C1=NNC(=C1)C(=O)O